C(CCC)(=O)OCC(OC(CCCCCCC\C=C/CCCCCCCC)=O)COC(CCCCCCCCCCCCCCC)=O 1-butyryl-2-oleoyl-3-palmitoylglycerol